IC=1C=C(C=CC1)C=1N(C=CN1)C1=C(C=CC=C1)C 2-(3-iodophenyl)-1-(o-tolyl)-1H-imidazole